FC1(CCN(CCC1)C=1C(=NC2=CC=CC=C2N1)C(=O)NC1=CC(NC=C1)=C=O)F 3-(4,4-difluoroazepan-1-yl)-N-(2-carbonyl-1,2-dihydropyridin-4-yl)quinoxaline-2-carboxamide